Benzoyl-(S)-phenylalanine C(C1=CC=CC=C1)(=O)N[C@@H](CC1=CC=CC=C1)C(=O)O